N-((6-(aminomethyl)pyridin-2-yl)methyl)-N-(4,4-difluorocyclohexyl)acetamide dihydrochloride Cl.Cl.NCC1=CC=CC(=N1)CN(C(C)=O)C1CCC(CC1)(F)F